3-(3-bromo-5-fluorophenyl)-5-(chloromethyl)-1,2,4-oxadiazole BrC=1C=C(C=C(C1)F)C1=NOC(=N1)CCl